4-xylylene sulfide C12=CC=C(C=C1)CSC2